CN(C1=CC(=C(C=O)C=C1)C(C)C)C 4-(dimethylamino)-2-isopropylbenzaldehyde